tert-butyl 4-(5-bromo-2-(methoxycarbonyl)pyridin-3-yl)piperazine-1-carboxylate BrC=1C=C(C(=NC1)C(=O)OC)N1CCN(CC1)C(=O)OC(C)(C)C